1,2-diaminonaphthalene NC1=C(C=CC2=CC=CC=C12)N